6-Chloro-4-[(3S,4R)-4-(4-chloroanilino)-3-methyl-1-piperidyl]-1-methyl-2-oxo-1,5-naphthyridine-3-carbonitrile ClC=1N=C2C(=C(C(N(C2=CC1)C)=O)C#N)N1C[C@@H]([C@@H](CC1)NC1=CC=C(C=C1)Cl)C